(2R)-2-[3,5-dichloro-4-[[3-(3,4-difluorophenyl)-4-hydroxy-phenyl]methyl]phenoxy]propanoic acid ClC=1C=C(O[C@@H](C(=O)O)C)C=C(C1CC1=CC(=C(C=C1)O)C1=CC(=C(C=C1)F)F)Cl